COC(\C=C\CC[C@@H](C(=O)NC=1C(N(C=CC1)CC(=O)NC1C2CC3CC(CC1C3)C2)=O)NC(=O)C2=COC3=C2C=CC=C3)=O (S,E)-Methyl-6-(benzofuran-3-carboxamido)-7-(1-(2-(2-adamantylamino)-2-oxoethyl)-2-oxo-1,2-dihydropyridin-3-ylamino)-7-oxohept-2-enoat